CC1=NOC2=CN=C(C=C21)\C=C\C2=CC=CC=C2 (E)-3-methyl-5-styrylisoxazolo[5,4-c]pyridine